aminosuccinamic acid NC(C(=O)O)CC(=O)N